ClC1=CC=C(OC2=CC=C(C=C2)NN)C=C1 (4-(4-Chlorophenoxy)phenyl)hydrazine